chromium phosphate P(=O)([O-])([O-])[O-].[Cr+3]